[6-(3-cyclopropyl-1,2,4-triazol-1-yl)-2-azaspiro[3.3]heptan-2-yl]-[2-(2,4-difluorophenyl)sulfonyl-2,6-diazaspiro[3.3]heptan-6-yl]methanone C1(CC1)C1=NN(C=N1)C1CC2(CN(C2)C(=O)N2CC3(CN(C3)S(=O)(=O)C3=C(C=C(C=C3)F)F)C2)C1